C(C)(=O)OCOC=1C(=CC=2C3(C4=CC(=C(C=C4OC2C1)OCOC(C)=O)CCC(=O)OCOC(C)=O)OC(C1=CC(=CC=C13)C(=O)OCOC(C)=O)=O)CCC(=O)OCOC(C)=O bis(acetoxymethyl) 3,3'-(3',6'-bis(acetoxymethoxy)-5-((acetoxymethoxy)carbonyl)-3-oxo-3H-spiro[isobenzofuran-1,9'-xanthene]-2',7'-diyl)dipropanoate